NC=1C(=NC=CN1)C(=O)NCC1=CC=C(C=C1)CCNC(C(C)(C1=CC=CC=C1)N(C)C)=O 3-amino-N-[(4-{2-[2-(dimethylamino)-2-phenylpropanamido]ethyl}phenyl)methyl]pyrazine-2-carboxamide